BrC=1C=C2C[C@H](N(CC2=C(C1OCC1=CC=C(C=C1)Br)Br)CC1=CC(=CC=C1)OC)C(=O)NS(=O)(=O)C1=CC(=C(C=C1)Cl)[N+](=O)[O-] (S)-6,8-dibromo-7-((4-bromobenzyl)oxy)-N-((4-chloro-3-nitrophenyl)sulfonyl)-2-(3-methoxybenzyl)-1,2,3,4-tetrahydroisoquinoline-3-carboxamide